C(C)OC(\C=C(\CO)/Br)=O (2Z)-3-bromo-4-hydroxy-2-butenoic acid ethyl ester